N-(4-amino-5-(6-methoxypyridazin-3-yl)pyridin-2-yl)acetamide tert-butyl-(3-(2-hydroxypropan-2-yl)cyclobutyl)carbamate C(C)(C)(C)N(C(O)=O)C1CC(C1)C(C)(C)O.NC1=CC(=NC=C1C=1N=NC(=CC1)OC)NC(C)=O